The molecule is an (omega-1)-hydroxy fatty acid that is (13R)-13-hydroxymyristic acid in which the 3-pro-R hydrogen is replaced by a hydroxy group. It is an (omega-1)-hydroxy fatty acid, a 3-hydroxy carboxylic acid, a dihydroxy monocarboxylic acid and a long-chain fatty acid. It derives from a (13R)-13-hydroxymyristic acid. C[C@H](CCCCCCCCC[C@H](CC(=O)O)O)O